2,4-dihydro-1H-isoquinoline-3-one C1NC(CC2=CC=CC=C12)=O